1-iodo-4-(octyloxy)benzene IC1=CC=C(C=C1)OCCCCCCCC